CC=CC=CC=CCC(CC)C(=O)O Undecane-2,4,6-triene-9-carboxylic acid